FC=1C(=NC(=NC1)N[C@H]1[C@@H](COCC1)O)C1=CC=C2C(C=C(N(C2=C1)C(C)C)C)=O 7-(5-fluoro-2-(((3S,4R)-3-hydroxytetrahydro-2H-pyran-4-yl)amino)pyrimidin-4-yl)-1-isopropyl-2-methylquinolin-4(1H)-one